BrC1=CN=C(S1)C=1C=C(C=CC1)[C@]1(C(N(CC1)C)=O)O (R)-3-(3-(5-Bromothiazol-2-yl)phenyl)-3-hydroxy-1-methylpyrrolidin-2-one